FC1=C(OC2CCC3=CC=C(C=C23)NC(C=C)=O)C=CC(=C1)F N-(3-(2,4-difluorophenoxy)-2,3-dihydro-1H-inden-5-yl)acrylamide